N-(5-fluoro-3-pyridyl)ethanesulfonamide nickel-chromium-zinc [Zn].[Cr].[Ni].FC=1C=C(C=NC1)NS(=O)(=O)CC